1-(3-fluoro-4-methoxy-phenyl)pyrazol-3-amine FC=1C=C(C=CC1OC)N1N=C(C=C1)N